morpholino(2-(4-(pyridin-2-yl)thiazol-2-ylamino)pyridin-4-yl)methanone O1CCN(CC1)C(=O)C1=CC(=NC=C1)NC=1SC=C(N1)C1=NC=CC=C1